N1C[C@H](CCC1)NC=1C2=C(N=CN1)C(=CC(=N2)C2=CC=C(C=C2)CN2C[C@H](OCC2)C(F)(F)F)C(=O)N 4-[(3S)-piperidin-3-ylamino]-6-(4-[[(2S)-2-(trifluoromethyl)morpholin-4-yl]methyl]phenyl)pyrido[3,2-d]pyrimidine-8-carboxamide